1,4-phenylene-dimethylene-bismalonate C1(=CC=C(C=C1)CC(C(=O)[O-])C(=O)[O-])CC(C(=O)[O-])C(=O)[O-]